C1(CC1)C1=C(C(=NO1)C1=C(C=CC=C1Cl)Cl)CO[C@H]1[C@@H]2CN([C@H](C1)C2)C2=NC=C(C=N2)C(=O)O 2-[(1S,4S,5R)-5-[[5-cyclopropyl-3-(2,6-dichlorophenyl)-1,2-oxazol-4-yl]methoxy]-2-azabicyclo[2.2.1]heptan-2-yl]pyrimidine-5-carboxylic acid